di(nonafluorobutyl)(trifluoromethyl)amine FC(C(C(F)(F)N(C(F)(F)F)C(C(C(C(F)(F)F)(F)F)(F)F)(F)F)(F)F)(C(F)(F)F)F